Cl.N[C@@H]1C(NC2=C(OC1)C=C(C=C2F)F)=O (S)-3-amino-6,8-difluoro-2,3-dihydrobenzo[b][1,4]oxazepin-4(5H)-one hydrochloride